BrC=1C(=NC(=NC1)NC=1C(=NN(C1)C1CN(CC1)C)C)NCCCN1C(OCCCC1)=O 3-(3-((5-bromo-2-((3-methyl-1-(1-methylpyrrolidin-3-yl)-1H-pyrazol-4-yl)amino)pyrimidin-4-yl)amino)propyl)-1,3-oxazepan-2-one